(S)-2-(4-(piperidin-3-yl)phenyl)-2H-indazole-7-carboxamide hydrochloride Cl.N1C[C@@H](CCC1)C1=CC=C(C=C1)N1N=C2C(=CC=CC2=C1)C(=O)N